6-(benzofuran-2-yl)-N-((R)-1-phenylethyl)-2,3,4,9-tetrahydro-1H-carbazol-1-amine O1C(=CC2=C1C=CC=C2)C=2C=C1C=3CCCC(C3NC1=CC2)N[C@H](C)C2=CC=CC=C2